F[C@@H](C(=O)OCC)ON1[C@@H]2C=C([C@H](N(C1=O)C2)C(NCCNS(N)(=O)=O)=O)C ethyl (2S)-2-fluoro-2-[[(2S,5R)-3-methyl-7-oxo-2-[2-(sulfamoylamino)ethylcarbamoyl]-1,6-diazabicyclo[3.2.1]oct-3-en-6-yl]oxy]acetate